(5-(5-(2-(cyclopropanecarboxamido)imidazo[1,2-a]pyridin-5-yl)-4-hydroxy-2-methoxyphenyl)furan-2-yl)phosphonic acid C1(CC1)C(=O)NC=1N=C2N(C(=CC=C2)C=2C(=CC(=C(C2)C2=CC=C(O2)P(O)(O)=O)OC)O)C1